2-chloro-7-(6-(((1R,2R,3S,5S)-2-fluoro-8-methyl-8-azabicyclo[3.2.1]octan-3-yl)(methyl)amino)pyridazin-3-yl)-6-hydroxy-4H-chromen-4-one ClC=1OC2=CC(=C(C=C2C(C1)=O)O)C=1N=NC(=CC1)N(C)[C@@H]1[C@@H]([C@H]2CC[C@@H](C1)N2C)F